8-[(2-Amino-3-fluoropyridine-4-yl)methyl]-5-(2-fluoro-4-iodoanilino)imidazo[1,5-a]Pyridine-6-carboxylic acid trifluoroacetate FC(C(=O)O)(F)F.NC1=NC=CC(=C1F)CC=1C=2N(C(=C(C1)C(=O)O)NC1=C(C=C(C=C1)I)F)C=NC2